ClC=1C(=NC(=NC1)NC=1C(NC=2CCN(CC2C1)C)=O)NC1=C(C=CC=C1)S(=O)(=O)C(C)C 3-((5-Chloro-4-((2-(isopropylsulfonyl)phenyl)amino)pyrimidin-2-yl)amino)-6-methyl-5,6,7,8-tetrahydro-1,6-Naphthyridine-2(1H)-one